(S)-3-amino-3-(3-(1-ethyl-1H-indol-6-yl)phenyl)propanoic acid ethyl ester C(C)OC(C[C@@H](C1=CC(=CC=C1)C1=CC=C2C=CN(C2=C1)CC)N)=O